C(C)OC(=O)C=1C(=NNC1)OCCC1(CC1)C(F)(F)F 3-(2-(1-(trifluoromethyl)cyclopropyl)ethoxy)-1H-pyrazole-4-carboxylic acid ethyl ester